FC1=CC=CC(=N1)NC(CC)=O N-(6-fluoropyridin-2-yl)propanamide